NC1=CC=C(C(=C1C#CC(CC)O)F)Br (6-amino-3-bromo-2-fluorophenyl)pentyn-3-ol